2-hydroxy-4-methoxyacetophenone CC(=O)C1=C(C=C(C=C1)OC)O